NC(C(COCC1CN(C1)C(=O)OC(C)(C)C)NC(=O)C1=C(OC2=C1C=C(C=C2)[C@H]2[C@@H](C2)C2=CC=CC=C2)C)=O tert-butyl 3-((3-amino-2-(2-methyl-5-(trans-2-phenylcyclopropyl)benzofuran-3-carboxamido)-3-oxopropoxy)methyl)azetidine-1-carboxylate